4-(5,5-difluoro-4-hydroxy-3-(trifluoromethyl)-4,5,6,7-tetrahydro-1H-indol-1-yl)pyridinecarbonitrile FC1(C(C=2C(=CN(C2CC1)C1=CC(=NC=C1)C#N)C(F)(F)F)O)F